N1(CCNCCC1)C=1C(=NC=CC1)NC(C1=CC(=CC=C1)CNC1=NC=C(C2=C1CCO2)C2=NC(=NC=C2)N)=O N-((1,4-diazepan-1-yl)pyridin-2-yl)-3-(((7-(2-aminopyrimidin-4-yl)-2,3-dihydrofuro[3,2-c]pyridin-4-yl)amino)methyl)benzamide